C(C)(=O)NC1=C(C(=O)OC)C=C(C(=C1)C=1SC=C(N1)C(F)(F)F)C(F)(F)F methyl 2-acetamido-5-(trifluoromethyl)-4-(4-(trifluoromethyl)thiazol-2-yl)benzoate